C(C)C=1OCCN1 2-ethyloxazoline